C(C)[C@H](CO)C(C)C (S)-2-Ethyl-3-methylbutan-1-ol